FC=1C=C2C=CNC2=C(C1)F 5,7-difluoro-1H-indole